COC(CC)=O 1-methoxy-1-oxopropane